4-amino-N-cyclopropyl-N-(pyrimidin-2-yl)benzenesulfonamide NC1=CC=C(C=C1)S(=O)(=O)N(C1=NC=CC=N1)C1CC1